CC1(COCC1)C1(NC(=CC=C1NC1COCC1)C(F)(F)F)N 2-(3-methyltetrahydrofuran-3-yl)-N3-Tetrahydrofuran-3-yl-6-(trifluoromethyl)pyridine-2,3-diamine